[Ca].[Na].FCC1(CC1)C(=O)C=1N=C2N(N1)[C@@H](C[C@@H]2F)C2=CC=CC=C2 [1-(Fluoromethyl)cyclopropyl]-[(5S,7S)-7-fluoro-5-phenyl-6,7-dihydro-5H-pyrrolo[1,2-b][1,2,4]triazol-2-yl]methanone sodium calcium